C(CCCCCCC\C=C/CCCCCCCC)C1(OC[C@@H](O1)CCO)CCCCCCCC\C=C/CCCCCCCC 2-((S)-2,2-di((Z)-octadec-9-en-1-yl)-1,3-dioxolan-4-yl)ethan-1-ol